5-(4-Amino-1-propan-2-ylpyrazolo[3,4-d]pyrimidin-3-yl)-1,3-benzoxazol-2-amine NC1=C2C(=NC=N1)N(N=C2C=2C=CC1=C(N=C(O1)N)C2)C(C)C